2,4,5,6-tetrachloro-pyrimidine ClC1=NC(=C(C(=N1)Cl)Cl)Cl